C(C)(=O)N1[C@@H](CN(CC1)C(C=C)=O)C1=CC(=NC(=C1)Cl)C1=NC(=CC(=C1)C(=O)NC)C (R)-4'-(1-acetyl-4-acryloylpiperazin-2-yl)-6'-chloro-N,6-dimethyl-[2,2'-bipyridine]-4-carboxamide